5-FORMYL-1-BENZOFURAN-2-CARBOXYLIC ACID C(=O)C=1C=CC2=C(C=C(O2)C(=O)O)C1